COC1=C(C#N)C=CC(=C1)C1=NC(=NC=C1)NC1=CC=C(C=C1)N1CCOCC1 2-methoxy-4-(2-(4-morpholinophenyl-amino)pyrimidin-4-yl)benzonitrile